FC=1C=C(C=C(C1)F)C1=C(N=C2N1N=CC(=C2C(C)(C)O)C(=O)N[C@H]2CCOC1=C2C=CC=C1)C 3-(3,5-difluorophenyl)-N-[(4S)-3,4-dihydro-2H-1-benzopyran-4-yl]-8-(2-hydroxy-prop-2-yl)-2-methylimidazo[1,2-b]Pyridazine-7-carboxamide